2-((S)-1-acryloyl-4-((S)-2-(((2S,4S)-4-fluoro-1-methylpyrrolidin-2-yl)methoxy)-7-(naphthalen-1-yl)-7,8-dihydro-5H-pyrano[4,3-d]pyrimidin-4-yl)piperazin-2-yl)acetonitrile C(C=C)(=O)N1[C@H](CN(CC1)C=1C2=C(N=C(N1)OC[C@H]1N(C[C@H](C1)F)C)C[C@H](OC2)C2=CC=CC1=CC=CC=C21)CC#N